ketene dithioacetate C(C)(=S)S.C=C=O